OC1=C(C=CC(=C1)O)C(\C=C\C1=CC(=C(C=C1)OC)O)=O (2E)-1-(2,4-Dihydroxy-phenyl)-3-(3-hydroxy-4-methoxyphenyl)-2-propen-1-one